COC1=CC=C(CN2N=CC3=C(C2=O)C(=NN3CC(=O)OCC)C=C)C=C1 ethyl 2-(5-(4-methoxybenzyl)-4-oxo-3-vinyl-4,5-dihydro-1H-pyrazolo[3,4-d]pyridazin-1-yl)acetate